CC1=C(C2=CC=CC=C2C=C1)S(=O)(=O)O Methyl-Naphthalenesulfonic acid